C(C)OC(NC=1C=C(C=C2C(=C(NC12)C)C(C)=O)C(NC=1SC=CN1)=O)=O (3-acetyl-2-methyl-5-((thiazol-2-yl)carbamoyl)-1H-indol-7-yl)carbamic acid ethyl ester